(S)-1-(4-((6-(1,3-dimethyl-1H-pyrazol-4-yl)pyrazolo[1,5-a]pyrazin-4-yl)oxy)azepan-1-yl)prop-2-en-1-one CN1N=C(C(=C1)C=1N=C(C=2N(C1)N=CC2)O[C@@H]2CCN(CCC2)C(C=C)=O)C